N-((1-((4-chlorophenyl)sulfonyl)-5-(2-fluorophenyl)-1H-pyrrol-3-yl)methyl)methan-d3-amine ClC1=CC=C(C=C1)S(=O)(=O)N1C=C(C=C1C1=C(C=CC=C1)F)CNC([2H])([2H])[2H]